3,5-diethyl-toluene-2,4-diamine C(C)C1=C(C(C)=CC(=C1N)CC)N